O=C1CC2(C1)CCC(CC2)NC(OCC2=CC=CC=C2)=O Benzyl (2-oxospiro[3.5]non-7-yl)carbamate